C(C)C=1C[C@H]2CC([C@H]2C1)=O (1s,5r)-3-ethylbicyclo[3.2.0]hept-3-en-6-one